N=1C(=CN2C1C=CC=C2)N2C([C@H](N(CC2)C(C=C)=O)CC2=CC=C(C=C2)NC(C)=O)=O N-[4-[[(2R)-4-imidazo[1,2-a]pyridin-2-yl-3-oxo-1-prop-2-enoyl-piperazin-2-yl]methyl]-phenyl]acetamide